(5-(4-(piperidin-4-ylmethyl)piperazin-1-yl)pyridin-2-yl)piperidine-2,6-dione N1CCC(CC1)CN1CCN(CC1)C=1C=CC(=NC1)N1C(CCCC1=O)=O